1-(2-cyanoacetyl)-4-fluoro-N-{phenyl-[4-(propan-2-yl)phenyl]methyl}pyrrolidine-2-carboxamide C(#N)CC(=O)N1C(CC(C1)F)C(=O)NC(C1=CC=C(C=C1)C(C)C)C1=CC=CC=C1